1-methyl-N-[4-[3-(4-methylpiperazin-1-yl)phenoxy]-6-(o-tolyl)pyrimidin-2-yl]pyrazole-4-sulfonamide CN1N=CC(=C1)S(=O)(=O)NC1=NC(=CC(=N1)OC1=CC(=CC=C1)N1CCN(CC1)C)C1=C(C=CC=C1)C